C(C)(C)(C)NS(=O)(=O)C1=CC(=CC=C1)NC1=NC(=NC=C1C)NC1=CC=C(C=C1)N1CCC(CC1)N(C)CC1=CC(=C(C=C1)C1C(NC(CC1)=O)=O)F N-(tert-butyl)-3-((2-((4-(4-((4-(2,6-dioxopiperidin-3-yl)-3-fluorobenzyl)(methyl)amino)piperidin-1-yl)phenyl)amino)-5-methylpyrimidin-4-yl)amino)benzenesulfonamide